C(C)(C)(C)OC(=O)N1CC2=CC(=CC=C2C[C@@H]1C(=O)O)O (R)-2-(tert-butoxycarbonyl)-7-hydroxy-1,2,3,4-tetrahydroisoquinoline-3-carboxylic acid